hydroxyl-3-methylglutaryl-coenzyme A OC(C(=O)SCCNC(CCNC([C@@H](C(COP(OP(OC[C@@H]1[C@H]([C@H]([C@@H](O1)N1C=NC=2C(N)=NC=NC12)O)OP(=O)(O)O)(=O)O)(=O)O)(C)C)O)=O)=O)C(CC(=O)O)C